N[C@H](C(=O)O)CC=1C=NC=C(C1)OCC(=O)O (S)-2-amino-3-(5-(carboxymethoxy)pyridin-3-yl)propanoic acid